CCC(CC)N1N=CC(=C1)NC1=NC(=NC=C1)C1=CC=C(C=C1)N1C(NCC1)=O 1-(4-(4-((1-(pentan-3-yl)-1H-pyrazol-4-yl)amino)pyrimidin-2-yl)phenyl)imidazolidin-2-one